(1R,3R)-2-(bicyclo[1.1.1]pentan-1-yl)-1-(6-(((S)-1-(3-fluoropropyl)pyrrolidin-3-yl)oxy)pyridin-3-yl)-3-methyl-2,3,4,9-tetrahydro-1H-pyrido[3,4-b]indole C12(CC(C1)C2)N2[C@@H](C=1NC3=CC=CC=C3C1C[C@H]2C)C=2C=NC(=CC2)O[C@@H]2CN(CC2)CCCF